4-naphthyl-1,3-dioxolane-2-one C1(=CC=CC2=CC=CC=C12)C1OC(OC1)=O